tetracosanyl-salicylic acid C(CCCCCCCCCCCCCCCCCCCCCCC)OC=1C(C(=O)O)=CC=CC1